C(C)S(=O)(=O)N1CCCCC1 (ethylsulfonyl)piperidin